bis(bicyclo[2.2.1]heptane-1-carboxylic acid) di-hydrochloric acid salt Cl.Cl.C12(CCC(CC1)C2)C(=O)O.C21(CCC(CC2)C1)C(=O)O